6-[5-chloro-1-methylpyrrolo[2,3-c]pyridin-2-yl]-5-methoxy-1,3-benzothiazole ClC=1C=C2C(=CN1)N(C(=C2)C2=CC1=C(N=CS1)C=C2OC)C